methyl 4-((2-(4-nitrophenyl)imidazo[1,2-a]pyridin-3-yl)amino)benzoate [N+](=O)([O-])C1=CC=C(C=C1)C=1N=C2N(C=CC=C2)C1NC1=CC=C(C(=O)OC)C=C1